NC(C(=O)[O-])=C(C=CC(=O)[O-])C(=O)O alpha-amino-beta-carboxyhexadiendioate